ClC1=C(C(=O)NC(C(=O)O)CC)C(=CC=C1)Cl 2-(2,6-dichlorobenzamido)butanoic acid